COC1=CC=CC=2C3=C(NC12)CCN(C3)C(=O)[C@H]3[C@@H](CCCC3)C(=O)NC3COCC3=O (1R,2R)-2-(6-methoxy-2,3,4,5-tetrahydro-1H-pyrido[4,3-b]indole-2-carbonyl)-N-(4-oxotetrahydrofuran-3-yl)-cyclohexane-1-carboxamide